CNC1=CC=C(C=C1)/C=C/C2=CN=C(C=C2)OCCOCCOCC[18F] The molecule is an aromatic ether consisting of a pyridine ring substituted at position 2 by a 2-{2-[2-((18)F)fluoroethoxy]ethoxy}ethoxy group and at position 5 and a 2-(4-methylaminophenyl)vinyl group. A positron emission tomography imaging ligand for the detection of amyloid aggregation associated with Alzheimer disease. It has a role as a radioactive imaging agent. It is an organofluorine compound, a member of pyridines, an aromatic ether, a (18)F radiopharmaceutical and a substituted aniline.